C(C)(C)(C)OC(=O)N([C@H]1CN(CCC1)C=1C=CC(=NC1)CC(=O)OCC)CC1CCC1 ethyl (R)-2-(5-(3-((tert-butoxycarbonyl)(cyclobutylmethyl)amino)piperidin-1-yl)pyridin-2-yl)acetate